C(C)(=O)OC1=CC=C(C=C1)C(NC1=CC=C(C=C1)N1CCN(CC1)C1=NC=CC=C1)=O [4-[[4-[4-(2-Pyridyl)piperazin-1-yl]phenyl]carbamoyl]phenyl] acetate